tert-butyl N-[(2R)-2-ethoxy-3-[5-fluoro-2-methyl-7-(4,4,5,5-tetramethyl-1,3,2-dioxaborolan-2-yl)benzimidazol-1-yl]propyl]-N-methyl-carbamate C(C)O[C@@H](CN(C(OC(C)(C)C)=O)C)CN1C(=NC2=C1C(=CC(=C2)F)B2OC(C(O2)(C)C)(C)C)C